ClC=1C=C(C=CC1C(=O)N1CCN(CC1)C(CN(C)C)=O)NC(=O)C=1N(C(=CN1)C1=C(C(=C(C=C1)C=1C=NN(C1C)CCOC)F)F)C N-[3-chloro-4-[4-[2-(dimethylamino)acetyl]piperazine-1-carbonyl]phenyl]-5-[2,3-difluoro-4-[1-(2-methoxyethyl)-5-methyl-pyrazol-4-yl]phenyl]-1-methyl-imidazole-2-carboxamide